FC1=C(C=C(C(=C1)[N+](=O)[O-])F)F 1,2,4-trifluoro-5-nitro-benzene